(R)-N-[(5S)-1'-[7-bromo-3-(hydroxymethyl)-6-methyl-pyrazolo[1,5-a]pyrazin-4-yl]spiro[5,7-dihydrocyclopenta[b]pyridin-6,4'-piperidin]-5-yl]-2-methyl-propane-2-sulfinamide BrC1=C(N=C(C=2N1N=CC2CO)N2CCC1(CC2)[C@@H](C=2C(=NC=CC2)C1)N[S@](=O)C(C)(C)C)C